((R)-1-((1s,4s)-4-(6-fluoroquinolin-4-yl)cyclohexyl)ethyl)-3-carbonyl-2,3-dihydro-1H-indazole-5-carbonitrile hydrochloride Cl.FC=1C=C2C(=CC=NC2=CC1)C1CCC(CC1)[C@@H](C)N1NC(C2=CC(=CC=C12)C#N)=C=O